ClC=1C=C(C=CC1Cl)NC(=O)N 3,4-dichlorophenyl-urea